C(C)N1C(CC2=CC=C(C(=C12)CNCCC1CN(C(O1)=O)C=1C=CC=2OCC(NC2N1)=O)F)=O 6-(5-(2-(((1-Ethyl-6-fluoro-2-oxoindolin-7-yl)methyl)amino)ethyl)-2-oxooxazolidin-3-yl)-2H-pyrido[3,2-b][1,4]oxazin-3(4H)-on